2-methoxyethane-1-sulfonamide COCCS(=O)(=O)N